4-(3-fluoro-4-(piperidine-1-sulfonamido)phenyl)-1H-pyrrolo[2,3-b]pyridin FC=1C=C(C=CC1NS(=O)(=O)N1CCCCC1)C1=C2C(=NC=C1)NC=C2